1,2-Dimethyl-4-oxo-6-(trifluoromethoxy)-1,4-dihydroquinoline-3-carboxamide CN1C(=C(C(C2=CC(=CC=C12)OC(F)(F)F)=O)C(=O)N)C